N-[2,5-difluoro-4-(trifluoromethyl)phenyl]-5-(4-methoxy-2-pyridyl)-1H-pyrrole-3-sulfonamide FC1=C(C=C(C(=C1)C(F)(F)F)F)NS(=O)(=O)C1=CNC(=C1)C1=NC=CC(=C1)OC